[Eu].[Tb] Terbium-europium